C(CCCC(=O)O)(=O)O.[N+](=O)([O-])C1=C(C=CC=C1)N1C(=CC=C1)C=CC=NN\C(=N\[H])\N (E)-N-[1-(2-nitrophenyl)-1H-pyrrol-2-yl-allylideneamino]-guanidine glutarate